FC1=C(CN2C(=NC(=C2)N)C)C=CC(=C1)F 1-(2,4-difluorobenzyl)-2-methyl-1H-imidazol-4-amine